O(S(=O)(=O)C(F)(F)F)CC(C)(F)F 2,2-Difluoropropyl triflate